2-(3,3-dimethylbut-1-yn-1-yl)pyridin CC(C#CC1=NC=CC=C1)(C)C